2,3-diethyl-9,10-bis(n-pentyloxycarbonyloxy)anthracene C(C)C1=CC2=C(C3=CC=CC=C3C(=C2C=C1CC)OC(=O)OCCCCC)OC(=O)OCCCCC